(3-(5-(2-hydroxy-2-methylpropoxy)pyridin-2-yl)-1-methyl-1H-pyrazol-4-yl)-5'-methyl-[2,3'-bipyridine]-6-carboxamide OC(COC=1C=CC(=NC1)C1=NN(C=C1C=1C(=NC(=CC1)C(=O)N)C=1C=NC=C(C1)C)C)(C)C